C[SiH2]O[Si](C)(C)C Tetramethyldi-siloxan